ClC1=CC=C(C=C1)C(C(C#N)OC)=O 3-(4-chlorophenyl)-2-methoxy-3-oxopropionitrile